2-(4-methylpiperidin-4-yl)ethane-1-ol CC1(CCNCC1)CCO